(R,Z)-N-(4-((1-(3-(difluoromethyl)-2-fluorophenyl)ethyl)imino)-1,2-dimethyl-1,4-dihydropyrido[3,4-d]pyrimidin-6-yl)cyclopentanecarboxamide FC(C=1C(=C(C=CC1)[C@@H](C)\N=C/1\C2=C(N(C(=N1)C)C)C=NC(=C2)NC(=O)C2CCCC2)F)F